NC=1C2=C(N=CN1)N(C(=C2C(=O)NC2=CC=C(C=C2)COC)C#CC=2C=NC(=CC2)N)C2(CC2)C 4-amino-6-((6-aminopyridin-3-yl)ethynyl)-N-(4-(methoxymethyl)phenyl)-7-(1-methylcyclopropyl)-7H-pyrrolo[2,3-d]pyrimidine-5-carboxamide